Cl.C[C@H]1N(CCCC1OC(=O)C1=CNC=C(C1)C(=O)O)CC1=CC=CC=C1 1,4-dihydro-3,5-pyridinedicarboxylic acid methyl-(R)-1-benzyl-3-piperidinyl ester hydrochloride